ClC1=CC=C(C=C1)CC(=O)N1CCC2(CC1)C(NC1=CC=C(C=C12)C(=O)O)=O 1'-(2-(4-chlorophenyl)acetyl)-2-oxospiro[indoline-3,4'-piperidine]-5-carboxylic acid